1-(4-chloropyridin-2-yl)but-3-en-1-amine hydrochloride Cl.ClC1=CC(=NC=C1)C(CC=C)N